FC1(CCC(CC1)[C@H](NC(=O)C1=NON=C1C)C=1N=C2N(N=CC(=C2)[C@@H](COC)N2C(NCC(C(C2)(F)F)(F)F)=O)C1)F N-((S)-(4,4-Difluorocyclohexyl)(7-((S)-2-methoxy-1-(5,5,6,6-tetrafluoro-2-oxo-1,3-diazepan-1-yl)ethyl)imidazo[1,2-b]pyridazin-2-yl)methyl)-4-methyl-1,2,5-oxadiazole-3-carboxamide